silyleneindene [SiH2]=C1C=CC2=CC=CC=C12